C(C)(=O)[O-].C(CCCCCC)[NH+]1C=C(C=C1)CCCC 1-heptyl-3-butylpyrrolium acetate